CC1=C(C(=NC=N1)N)N 6-methylpyrimidine-4,5-diamine